C(CCC)N1C=C(C2=CC=CC=C12)C(C(=O)Cl)C(=O)Cl 2-(1-butyl-1H-indol-3-yl)malonyl chloride